(2S,4R)-2-[(1-methylbenzotriazole-5-yl)methylcarbamoyl]-4-(spiro[2.5]oct-6-en-6-ylmethyl)pyrrolidine-1-carboxylic acid tert-butyl ester C(C)(C)(C)OC(=O)N1[C@@H](C[C@H](C1)CC=1CCC2(CC2)CC1)C(NCC1=CC2=C(N(N=N2)C)C=C1)=O